FC(CNCC=C)F N-(2,2-difluoroethyl)prop-2-en-1-amine